4,6-dimethyl-5-pyridinamine CC1=CC=NC(=C1N)C